ClC=1C=C(C(=NC1)OC(F)F)N1N=NC(=C1C)C1=C(C=CC=C1F)F 5-chloro-2-(difluoromethoxy)-3-(4-(2,6-difluorophenyl)-5-methyl-1H-1,2,3-triazol-1-yl)pyridine